[Ru+2].CC1=CC(=NC=C1)C1=NC=CC(=C1)CCCC(=O)N 4-methyl-2,2'-bipyridine-4'-butyramide ruthenium (II)